FC(C(=O)O)(F)F.COC=1C(=NC=C(N1)OCC(F)(F)F)C1=C(NC=2N=C(N=C(C21)C)N)C 5-[3-methoxy-5-(2,2,2-trifluoroethoxy)pyrazin-2-yl]-4,6-dimethyl-7H-pyrrolo[2,3-d]pyrimidin-2-amine trifluoroacetic acid salt